NC1(COC1)C1=C(C=CC=C1)C1=CC=CC=C1 (3-aminooxetan-3-yl)-[1,1'-biphenyl]